COC1=CC=C(C=C1)S(=O)(=O)NCCCC(C)C1=NC=NC2=CC=CC=C12 4-methoxy-N-(4-(quinazolin-4-yl)pentyl)benzenesulfonamide